COC1=CC=C(C=C1)CN1C([C@]2(C[C@@H](N[C@@H](C2)C=2N=NN(C2)C)C)C2=CC(=CC=C12)C)=O (2'S,3S,6'S)-1-[(4-methoxyphenyl)methyl]-2',5-dimethyl-6'-(1-methyltriazol-4-yl)spiro[indoline-3,4'-piperidin]-2-one